9-fluoro-5,6-dihydro-7H-chromeno[2,3-f]quinolin-7-one FC=1C=C2C(C3=C(C=4C=CC=NC4CC3)OC2=CC1)=O